[2-[6-[1-(2-fluoro-4-nitro-phenyl)-4-piperidyl]-6-hydroxy-2-azaspiro[3.3]heptan-2-yl]pyrimidin-5-yl]boronic acid FC1=C(C=CC(=C1)[N+](=O)[O-])N1CCC(CC1)C1(CC2(CN(C2)C2=NC=C(C=N2)B(O)O)C1)O